OCC(C)N1C(C2=CC=CC=C2C1=O)=O 2-(1-hydroxypropan-2-yl)isoindoline-1,3-dione